FC(OC1=C(C=CC=C1[N+](=O)[O-])C=1C=NN(C1)C)F 4-(2-(difluoromethoxy)-3-nitrophenyl)-1-methyl-1H-pyrazole